OC1=C(C=C(C=C1)OC(C1=CC=C(C=C1)O[Si](C(C)C)(C(C)C)C(C)C)=O)C 4-triisopropylsilyloxy-benzoic acid (4-hydroxy-3-methyl-phenyl) ester